Cl.CC=1C=C2C(=CNC2=CC1)C1CCNCC1 5-methyl-3-(piperidin-4-yl)-1H-indole HCl salt